C1CC=CC=2C=CC=3N=C4C=CC=CC4=CC3C21 Dihydrobenzoacridine